2-[(4S)-4-acetamido-3-oxo-1,2-oxazolidin-2-yl]-5-oxooxocyclopentane-2-carboxylic acid C(C)(=O)N[C@@H]1C(N(OC1)C1(C(C(CC1)=O)=O)C(=O)O)=O